The molecule is a 1-alkyl-sn-glycero-3-phosphoethanolamine zwitterion in which the alkyl group at C-1 is specified as hexadecyl. It is a tautomer of a 1-hexadecyl-sn-glycero-3-phosphoethanolamine. CCCCCCCCCCCCCCCCOC[C@H](COP(=O)([O-])OCC[NH3+])O